ClC1=NC=C2C=C(N=C(C2=C1)NCC)C1=C(C(=CC(=C1Cl)OC)OC)Cl 7-chloro-3-(2,6-dichloro-3,5-dimethoxyphenyl)-N-ethyl-2,6-naphthyridine-1-amine